FC(OC1=NC=CC(=C1)C(CO)NC(=O)NC1=CC(=C(C=C1)F)F)F 1-[1-[2-(difluoromethoxy)pyridin-4-yl]-2-hydroxyethyl]-3-(3,4-difluorophenyl)urea